Cl.O1N=C(C=C1)C1=C2CCO[C@@H](C2=CC=C1)CN |o1:11| rel-(S)-(5-(Isoxazol-3-yl)isochroman-1-yl)methanamine hydrochloride salt